2,4-dichloro-6-methylbenzonitrile ClC1=C(C#N)C(=CC(=C1)Cl)C